[Si](C)(C)(C(C)(C)C)O[C@@H]1C[C@H](N(C1)C(=O)OC(C)(C)C)C=1N(C=CN1)CC1=CC(=CC=C1)C1=CC=CC=C1 tert-butyl (2S,4R)-4-[tert-butyl(dimethyl)silyl]oxy-2-[1-[(3-phenylphenyl)methyl]imidazol-2-yl]pyrrolidine-1-carboxylate